1-(allyloxy)-2-methyl-1-oxopropan-2-yl 2-chloro-5-[4-(1,1-difluoroethyl)-2,6-dioxo-3,6-dihydropyrimidin-1(2H)-yl]-4-fluorobenzoate ClC1=C(C(=O)OC(C(=O)OCC=C)(C)C)C=C(C(=C1)F)N1C(NC(=CC1=O)C(C)(F)F)=O